2-(2,6-dioxopiperidin-3-yl)-5-((4-((5-phenylpyrazin-2-yl)methyl)piperazin-1-yl)methyl)isoindoline-1,3-dione O=C1NC(CCC1N1C(C2=CC=C(C=C2C1=O)CN1CCN(CC1)CC1=NC=C(N=C1)C1=CC=CC=C1)=O)=O